N-(5-Chloro-6-(4-methyl-1H-1,2,3-triazol-1-yl)pyridin-3-yl)-1-(chinolin-5-yl)-5-(trifluoromethyl)-1H-pyrazol-4-carboxamid ClC=1C=C(C=NC1N1N=NC(=C1)C)NC(=O)C=1C=NN(C1C(F)(F)F)C1=C2C=CC=NC2=CC=C1